(R)-(6-(2-((1-cyclopropylethyl)amino)-7H-pyrrolo[2,3-d]pyrimidin-5-yl)-8-fluoroimidazo[1,2-a]pyridin-3-yl)methanol C1(CC1)[C@@H](C)NC=1N=CC2=C(N1)NC=C2C=2C=C(C=1N(C2)C(=CN1)CO)F